C(CCCCCCCCCCCC)C(CCCCCCC)F tridecyl-fluorooctane